4-[(E)-2-[2-bromo-4-[(E)-2-(4-hydroxyphenyl)vinyl]phenyl]vinyl]phenol BrC1=C(C=CC(=C1)\C=C\C1=CC=C(C=C1)O)/C=C/C1=CC=C(C=C1)O